3,5,5-trimethylhexanol acrylate C(C=C)(=O)OCCC(CC(C)(C)C)C